FC1=CC=CC=2C=3C(CNC3C=CC21)C 6-Fluoro-1-methyl-2,3-dihydro-1H-benzo[e]indole